FCOC1=CC=C(C=O)C=C1 4-(fluoromethoxy)benzaldehyde